C(C)(C)(C)C1=C(N=CN1)\C=C/1\C(N(\C(\C(N1)=O)=C/C=1SC=CC1)CC(C(=O)OC(C)(C)C)=C)=O tert-butyl 2-(((3Z,6Z)-3-((5-(tert-butyl)-1H-imidazol-4-yl)methylene)-2,5-dioxo-6-(thiophen-2-ylmethylene)piperazin-1-yl)methyl)acrylate